1-((3R,4S)-4-((5-(1-(2,2-difluoroethyl)-4-fluoro-1H-benzo[d]imidazol-6-yl)-4-methoxypyrrolo[2,1-f][1,2,4]triazin-2-yl)amino)-3-fluoropiperidin-1-yl)ethan-1-one-2,2,2-d3 FC(CN1C=NC2=C1C=C(C=C2F)C=2C=CN1N=C(N=C(C12)OC)N[C@@H]1[C@@H](CN(CC1)C(C([2H])([2H])[2H])=O)F)F